C(C)S(=O)(=O)C=1C=CC(=C(C1)N1C=C(N=CC1=O)CCC1CCN(CC1)C(=O)OC(C)(C)C)C=1C2=C(C(N(C1)C)=O)N(C=C2)S(=O)(=O)C2=CC=C(C=C2)C tert-butyl 4-[2-[4-[5-ethylsulfonyl-2-[6-methyl-7-oxo-1-(p-tolylsulfonyl)pyrrolo[2,3-c]pyridin-4-yl]phenyl]-5-oxo-pyrazin-2-yl]ethyl]piperidine-1-carboxylate